COC1=C(NC2=C(N=NC(=C2)N2C(CC2)=O)C(=O)NC)C=CC=C1C1=NN(C=N1)C 4-[2-methoxy-3-(1-methyl-1,2,4-triazol-3-yl)anilino]-N-methyl-6-(2-oxo-azetidin-1-yl)pyridazine-3-carboxamide